(1R,2S)-2-(2,2-difluoroethyl)cyclopropane tert-Butyl-formate C(C)(C)(C)OC=O.FC(CC1CC1)F